COC(C1=C(C=C(C(=C1)F)Br)OCCCl)=O 4-bromo-2-(2-chloroethoxy)-5-fluorobenzoic acid methyl ester